(Z)-1-(4-amino-2-fluorobut-2-en-1-yl)-4-(3-((3,3-difluoropyrrolidin-1-yl)sulfonyl)phenyl)-1H-benzo[d]imidazole-6-carboxylic acid NC\C=C(\CN1C=NC2=C1C=C(C=C2C2=CC(=CC=C2)S(=O)(=O)N2CC(CC2)(F)F)C(=O)O)/F